N1(CCC1)C1CCN(CC1)C(=O)OC1=CC=C2C(=CC=NC2=C1)NC1=CN=NC(=C1)C1=C(C=CC(=C1)Cl)F 4-{[6-(5-chloro-2-fluorophenyl)pyridazin-4-yl]amino}quinolin-7-yl 4-(azetidin-1-yl)piperidine-1-carboxylate